C1(CC1)C1=C(C(=NO1)C1=C(C=CC=C1)OC(F)(F)F)COC1C[C@H]2CC[C@@H](C1)N2C2=CC=C(C=N2)C2=NNC(O2)=O 5-(6-((1R,3r,5S)-3-((5-cyclopropyl-3-(2-(trifluoromethoxy)phenyl)isoxazol-4-yl)methoxy)-8-azabicyclo[3.2.1]octan-8-yl)pyridin-3-yl)-1,3,4-oxadiazol-2(3H)-one